BrC1=NC2=NC=CC=C2C=C1 2-bromo-1,8-naphthyridine